5-(6-(4-cyclopropyl-4H-1,2,4-triazol-3-yl)pyridin-2-yl)-2-methoxy-4,5-dihydro-6H-thieno[2,3-c]pyrrol-6-one C1(CC1)N1C(=NN=C1)C1=CC=CC(=N1)N1C(C2=C(C1)C=C(S2)OC)=O